COC1=CC=C(C=C1)N(C=O)C1C[C@@H](CCC1C(C)C)C (1r,2s,5r)-N-(4-methoxyphenyl)-p-menthyl-formamide